2-(4-ethoxypiperidin-1-yl)-5-fluoro-3-nitropyridine C(C)OC1CCN(CC1)C1=NC=C(C=C1[N+](=O)[O-])F